C(C)(=O)N1[C@@H](C[C@H](CC1)NC(C(=O)C1=C(C(=C(N1C)C)C(=O)NC1=CC(=C(C=C1)F)C)C)=O)C 5-(2-(((2R,4S)-1-acetyl-2-methylpiperidin-4-yl)amino)-2-oxoacetyl)-N-(4-fluoro-3-methylphenyl)-1,2,4-trimethyl-1H-pyrrole-3-carboxamide